(S)-6-(4-Ethyl-3-(hydroxymethyl)-5-oxo-4,5-dihydro-1H-1,2,4-triazol-1-yl)-7-fluoro-2-(o-tolyl)-4-(1,1,1-trifluoropropan-2-yl)isoquinolin-1(2H)-one C(C)N1C(=NN(C1=O)C=1C=C2C(=CN(C(C2=CC1F)=O)C1=C(C=CC=C1)C)[C@@H](C(F)(F)F)C)CO